tert-butyl (4-(3-hydroxy-2-oxoazetidin-3-yl)phenyl)carbamate OC1(C(NC1)=O)C1=CC=C(C=C1)NC(OC(C)(C)C)=O